dibutoxy(2-oxo-5-oxa-3-hepten-4-yloxy)aluminum C(CCC)O[Al](OC(=CC(C)=O)OCC)OCCCC